t-butylphosphine palladium [Pd].C(C)(C)(C)P